1,1,3,3-tetramethyl-butyl hydroperoxide CC(CC(C)(C)C)(C)OO